1-benzyl-6-chloro-5-oxo-7-(quinolin-4-ylmethyl)-8-(3-(trifluoromethyl)phenyl)-1,2,3,5-tetrahydroimidazo[1,2-a]pyridine-3-carboxylic acid C(C1=CC=CC=C1)N1CC(N2C1=C(C(=C(C2=O)Cl)CC2=CC=NC1=CC=CC=C21)C2=CC(=CC=C2)C(F)(F)F)C(=O)O